(R)-5-(13-amino-5,8,11-trioxa-2-azatridecyl)-6-cyclopropyl-N-(3-(1-(4-methyl-4H-1,2,4-triazol-3-yl)propan-2-yl)phenyl)picolinamide NCCOCCOCCOCCNCC=1C=CC(=NC1C1CC1)C(=O)NC1=CC(=CC=C1)[C@@H](CC1=NN=CN1C)C